Tert-butyl [(1R,5S)-5-amino-3,3-difluorocyclohexyl]carbamate N[C@@H]1CC(C[C@@H](C1)NC(OC(C)(C)C)=O)(F)F